C(C)(C)(C)OC(=O)N[C@H](C(=O)OCCCCCCCCCCC)CC1=CC(=CC(=C1)F)F undecyl (S)-2-((tert-butoxycarbonyl)amino)-3-(3,5-difluorophenyl)propanoate